n-butyl-tris(dimethylamino)tin C(CCC)[Sn](N(C)C)(N(C)C)N(C)C